5-azido-2-(hydroxymethyl)benzoyl-hydrazine N(=[N+]=[N-])C=1C=CC(=C(C(=O)NN)C1)CO